(S)-N-(5-methyl-4-oxo-2,3,4,5-tetrahydrobenzo[b][1,4]oxazepin-3-yl)-4',7'-dihydro-1'H-spiro[cyclobutane-1,5'-pyrano[3,4-c]pyrazole]-3'-carboxamide CN1C2=C(OC[C@@H](C1=O)NC(=O)C=1C3=C(NN1)COC1(C3)CCC1)C=CC=C2